N4-Benzoyl-3'-O-[2-cyanoethoxy(diisopropylamino)phosphino]-2'-deoxy-5'-O-(4,4'-dimethoxytrityl)-2'-(R)-fluoro-5-iodo-cytidine C(C1=CC=CC=C1)(=O)NC1=NC(N([C@H]2[C@@H]([C@H](OP(N(C(C)C)C(C)C)OCCC#N)[C@@H](COC(C3=CC=C(C=C3)OC)(C3=CC=C(C=C3)OC)C3=CC=CC=C3)O2)F)C=C1I)=O